tert-butyl 7-(4-bromothiazol-2-yl)-1,4-diazepane-1-carboxylate BrC=1N=C(SC1)C1CCNCCN1C(=O)OC(C)(C)C